N-(5-(2-Chloro-3-methoxybenzoyl)-5,6-dihydro-4H-pyrrolo[3,4-d]thiazol-2-yl)-4-(5-cyano-2-methoxyphenyl)-6-methyl-nicotinamide ClC1=C(C(=O)N2CC=3N=C(SC3C2)NC(C2=CN=C(C=C2C2=C(C=CC(=C2)C#N)OC)C)=O)C=CC=C1OC